BrCCC(=O)OCCCC Butyl 3-bromopropionate